3-(methylamino)propane-1-sulfonamide CNCCCS(=O)(=O)N